L-Isoleucinamide N[C@@H]([C@@H](C)CC)C(=O)N